N-(3-(2-(((3R,6R,8aS,9R,10S,12R,12aR)-3,6,9-Trimethyldecahydro-12H-3,12-epoxy[1,2]dioxepino[4,3-i]isochromen-10-yl)oxy)ethoxy)phenyl)acetamide C[C@]12CCC3[C@@H](CC[C@H]4[C@H]([C@H](O[C@@H]([C@@]34OO1)O2)OCCOC=2C=C(C=CC2)NC(C)=O)C)C